C(C)(=O)C1=C(C=C(C(=C1F)OCC1=CC=CC=C1)F)NC(C1=C(C=CC(=C1)C#N)S(=O)(=O)C)=O N-(2-acetyl-4-(benzyloxy)-3,5-difluorophenyl)-5-cyano-2-(methylsulfonyl)benzamide